triphenylethyl-phosphonium tetraphenylborate C1(=CC=CC=C1)[B-](C1=CC=CC=C1)(C1=CC=CC=C1)C1=CC=CC=C1.C1(=CC=CC=C1)C(C[PH3+])(C1=CC=CC=C1)C1=CC=CC=C1